2-(2-methylpyridin-4-yl)acetonitrile CC1=NC=CC(=C1)CC#N